SCC1(CC(=CC=C1)CS)SC(C(=O)OCC(CO)(CO)CO)C pentaerythritol 1,3-bis(mercaptomethyl)phenylmercaptopropionate